(1S,3S)-N1-[2-[2-(2-azidoethoxy)ethoxy]ethyl]-N3-[3-chloro-5-(1-ethylpropyl)pyrazolo[1,5-a]pyrimidin-7-yl]cyclopentane-1,3-diamine N(=[N+]=[N-])CCOCCOCCN[C@@H]1C[C@H](CC1)NC1=CC(=NC=2N1N=CC2Cl)C(CC)CC